P(=O)(O)(O)OC[C@@H]([C@H](C=O)O)O L-threose 4-phosphate